4-[[(2R,3R,4S,5S)-3-(3,4-difluoro-2-methoxy-phenyl)-4,5-dimethyl-5-(trifluoromethyl)tetrahydrofuran-2-carbonyl]amino]-6-methyl-pyridine-2-carboxamide FC=1C(=C(C=CC1F)[C@@H]1[C@@H](O[C@@]([C@H]1C)(C(F)(F)F)C)C(=O)NC1=CC(=NC(=C1)C)C(=O)N)OC